1-(4-((S)-3-(3-methylpyridin-2-yloxy)pyrrolidin-1-yl)biphenyl-3-yl)ethanol CC=1C(=NC=CC1)O[C@@H]1CN(CC1)C1=C(C=C(C=C1)C1=CC=CC=C1)C(C)O